3-[4-[4-[2-[1-[[2-chloro-6-methoxy-4-(6-methyl-7-oxo-1H-pyrazolo[3,4-c]pyridin-4-yl)phenyl]methyl]-4-fluoro-4-piperidyl]ethyl]-1-piperidyl]-3-fluoro-anilino]piperidine-2,6-dione ClC1=C(C(=CC(=C1)C=1C2=C(C(N(C1)C)=O)NN=C2)OC)CN2CCC(CC2)(F)CCC2CCN(CC2)C2=C(C=C(NC1C(NC(CC1)=O)=O)C=C2)F